cetylstearyl-glucose C(CCCCCCCCCCCCCCC)CCCCCCCCCCCCCCCCCCC(=O)[C@H](O)[C@@H](O)[C@H](O)[C@H](O)CO